2-((1H-pyrazol-3-yl)methyl)-4-methyl-6-((6-methylpyridin-2-yl)methyl)-4,6-dihydro-5H-thiazolo[5',4':4,5]pyrrolo[2,3-d]pyridazin-5-one N1N=C(C=C1)CC=1SC2=C(N(C=3C(N(N=CC32)CC3=NC(=CC=C3)C)=O)C)N1